1-(5-fluoro-6-(3-fluorooxetan-3-yl)pyridin-2-yl)-2-isopropyl-6-(methylthio)-1,2-dihydro-3H-pyrazolo[3,4-d]pyrimidin-3-one FC=1C=CC(=NC1C1(COC1)F)N1N(C(C=2C1=NC(=NC2)SC)=O)C(C)C